methyl N-(5-hydroxypentanoyl)-L-phenylalaninate OCCCCC(=O)N[C@@H](CC1=CC=CC=C1)C(=O)OC